OCCNC(C(=C)C=1C=NC=NC1)=O N-(2-Hydroxyethyl)-2-(pyrimidin-5-yl)acrylamide